NC([C@H](CN)NC(=O)C1=NC=CC2=CC=CC=C12)=O (S)-N-(1,3-diamino-1-oxopropan-2-yl)isoquinoline-1-carboxamide